4-BROMO-1H-PYRROLE-2-CARBALDEHYDE BrC=1C=C(NC1)C=O